methyl (1R,5S)-2-(3-chloropropyl)-3-azabicyclo[3.1.0]hexane-2-carboxylate ClCCCC1([C@@H]2C[C@@H]2CN1)C(=O)OC